CC1=C(C=CC=C1)C1=NOC(=N1)CCl 3-(2-methylphenyl)-5-(chloromethyl)-1,2,4-oxadiazole